17β-hydroxyandrosta-1,4-dien-3-one O[C@@H]1[C@]2(C)[C@@H](CC1)[C@@H]1CCC3=CC(C=C[C@]3(C)[C@H]1CC2)=O